(3aR,5s,6aS)-N-[6-[4-(difluoromethoxy)phenyl]pyridazin-3-yl]-2-(tetrahydropyran-4-ylmethyl)-3,3a,4,5,6,6a-hexahydro-1H-cyclopenta[c]pyrrol-5-amine FC(OC1=CC=C(C=C1)C1=CC=C(N=N1)NC1C[C@@H]2[C@@H](CN(C2)CC2CCOCC2)C1)F